C(C)N(C(C(CO)C1=CC=CC=C1)=O)CC1=CC=NC=C1 N-ethyl-N-(4-pyridylmethyl)-α-hydroxymethyl-phenylacetamide